C(C)(C)(C)C=1C=C(C(=O)OCCCCCCCCCCCCC)C=C(C1O)C(C)(C)C tridecyl 3,5-di-tert-butyl-4-hydroxy-benzoate